tert-butyl N-[(3R)-1-(6-methylpyridazin-3-yl)pyrrolidin-3-yl]carbamate CC1=CC=C(N=N1)N1C[C@@H](CC1)NC(OC(C)(C)C)=O